C12CNCC(CC1)N2C=2SC=1CN(CCC1N2)C(=O)C=2OC1=C(N2)C=CC=C1 (2-(3,8-diazabicyclo[3.2.1]octan-8-yl)-6,7-dihydrothiazolo[5,4-c]pyridin-5(4H)-yl)(benzo[d]oxazol-2-yl)methanone